6-Bromo-7-chloro-1H-indole BrC1=CC=C2C=CNC2=C1Cl